2-(2-(6-Chloro-4-(2-hydroxypropan-2-yl)pyridin-2-yl)thiazol-5-yl)propan-2-ol ClC1=CC(=CC(=N1)C=1SC(=CN1)C(C)(C)O)C(C)(C)O